CC1(CC(CCC1)C=1CCCC2=C(C1C1=CC=C(C=C1)C=C1CN(C1)CCCF)C=CC(=C2)C(=O)O)C 8-(3,3-dimethylcyclohexyl)-9-(4-((1-(3-fluoropropyl)azetidin-3-ylidene)methyl)phenyl)-6,7-dihydro-5H-benzo[7]annulene-3-carboxylic acid